rac-N-[(3S,4R)-4-({[(1s,4S)-4-ethenylcyclohexyl]oxy}methyl)-7-methyl-6-oxo-1,3,4,6-tetrahydro-2H-quinolizin-3-yl]methanesulfonamide C(=C)C1CCC(CC1)OC[C@H]1[C@H](CCC2=CC=C(C(N12)=O)C)NS(=O)(=O)C |r|